C(C)(C)(C)OC(=O)N[C@H](C(=O)N1N[C@@H](CCC1)C(=O)OC)CC=1C=NC=C(C1)C=1C=CC2=C(N(C(=N2)CC)CCCO)C1 methyl (S)-1-((S)-2-((tert-butoxycarbonyl)amino)-3-(5-(2-ethyl-1-(3-hydroxypropyl)-1H-benzo[d]imidazol-6-yl)pyridin-3-yl)propanoyl)hexahydropyridazine-3-carboxylate